3-(1-acetyl-4-ethoxypiperidin-4-yl)-5-(((R)-1-(3-(difluoromethyl)-2-fluorophenyl)ethyl)amino)-1,7-dimethyl-8-(((S)-1-methylpyrrolidin-2-yl)methoxy)-1,6-naphthyridin-2(1H)-one C(C)(=O)N1CCC(CC1)(OCC)C=1C(N(C2=C(C(=NC(=C2C1)N[C@H](C)C1=C(C(=CC=C1)C(F)F)F)C)OC[C@H]1N(CCC1)C)C)=O